FC=1C(=NC(=NC1)NC=1C(=NN(C1)C)OC)O 5-fluoro-2-((3-methoxy-1-methyl-1H-pyrazol-4-yl)amino)pyrimidin-4-ol